C1(CC1)C1(CC1)C(=O)N cyclopropylcyclopropanecarboxamide